O=C1NC=CC(=C1)C=1N=NN(C1)[C@@H]1CN(C[C@H]1OCC1=CC=C(C=C1)C(F)(F)F)C(=O)OC(C)(C)C tert-butyl trans-3-(4-(2-oxo-1,2-dihydropyridin-4-yl)-1H-1,2,3-triazol-1-yl)-4-(4-(trifluoromethyl)benzyloxy)pyrrolidine-1-carboxylate